FC=1C=C(N)C=C(C1)B1OC(C(O1)(C)C)(C)C 3-fluoro-5-(4,4,5,5-tetramethyl-1,3,2-dioxaborolan-2-yl)aniline